O=C1C=C(N=C(N1)C=1C=C(CNC(=O)C2CCN(CC2)C2=NC=C(C=C2)C(F)(F)F)C=CC1C(F)(F)F)C(F)(F)F N-{3-[6-oxo-4-(trifluoromethyl)-1,6-dihydropyrimidin-2-yl]-4-(trifluoromethyl)benzyl}-1-[5-(Trifluoromethyl)pyridin-2-yl]piperidine-4-carboxamide